3,3'-(3-(4,6-diphenyl-1,3,5-triazin-2-yl)-6-(6-methylpyridin-2-yl)-1,2-phenylene)bis(9-phenyl-9H-carbazole) C1(=CC=CC=C1)C1=NC(=NC(=N1)C1=CC=CC=C1)C=1C(=C(C(=CC1)C1=NC(=CC=C1)C)C=1C=CC=2N(C3=CC=CC=C3C2C1)C1=CC=CC=C1)C=1C=CC=2N(C3=CC=CC=C3C2C1)C1=CC=CC=C1